CC(C)(CCC)O 2-Methylpentan-2-ol